β-hydroxy-3-methylglutaryl-Coenzyme A OC(CC(=O)SCCNC(CCNC([C@@H](C(COP(OP(OC[C@@H]1[C@H]([C@H]([C@@H](O1)N1C=NC=2C(N)=NC=NC12)O)OP(=O)(O)O)(=O)O)(=O)O)(C)C)O)=O)=O)(CC(=O)O)C